N-(4-((7-(oxetan-3-yl)-7H-pyrrolo[2,3-D]pyrimidin-4-yl)oxy)phenyl)-2-(4-(trifluoromethyl)phenyl)acetamide O1CC(C1)N1C=CC2=C1N=CN=C2OC2=CC=C(C=C2)NC(CC2=CC=C(C=C2)C(F)(F)F)=O